O1CCOC12CNCC2NC(OC(C)(C)C)=O tert-Butyl N-[1,4-dioxa-7-azaspiro[4.4]nonan-9-yl]carbamate